C1(C=CCC1)C1(CC1)NC(C1=CC=CC=C1)=O N-(1-(2-cyclopentenyl)cyclopropyl)-benzamide